BrC(C)C=1C=C(C=C2C(C=C(OC12)N1CCC(CC1)(C)C)=O)C 8-(1-bromoethyl)-2-(4,4-dimethyl-1-piperidinyl)-6-methyl-chromen-4-one